manganese (trifluoromethane) FC(F)F.[Mn]